ClC1=CC(=NC2=C(N=CC=C12)C)C 4-chloro-2,8-dimethyl-1,7-naphthyridine